C1(CC1)N(C(=O)C12CC(C1)(C2)N(C([O-])=O)C2CN(C2)C2=CC(=C(C(=C2)F)C2C(NC(CC2)=O)=O)F)C 3-(cyclopropyl(methyl)carbamoyl)bicyclo[1.1.1]pentan-1-yl(1-(4-(2,6-dioxopiperidin-3-yl)-3,5-difluorophenyl) azetidin-3-yl)carbamate